(R)-5-(imidazo[1,2-a]pyrimidin-6-yl)-N-(1-methoxypropan-2-yl)pyrrolo[2,1-f][1,2,4]triazin-2-amine N=1C=CN2C1N=CC(=C2)C=2C=CN1N=C(N=CC12)N[C@@H](COC)C